C(C1=CC=CC=C1)OC(=O)N[C@@H]1[C@@H]2CC[C@H](CC1)N2C(=O)OC(C)(C)C |o1:11,12,15| Tert-butyl (1S*,2S*,5S*)-2-{[(benzyloxy)carbonyl]amino}-8-azabicyclo[3.2.1]octane-8-carboxylate